OC=1C=C(C=C(C1O)O)C(COC(C=C)=O)CCCCCC acrylic acid-2-(3,4,5-trihydroxyphenyl)octyl ester